NC1=NC=CC=C1S(=O)(=O)NC(=O)C=1C(=NC(=CC1)N1N=C(C=C1)OC[C@H](CC)C)N1C(C[C@@H](C1)C)(C)C N-[(2-Amino-3-pyridyl)sulfonyl]-6-[3-[(2S)-2-methylbutoxy]pyrazol-1-yl]-2-[(4S)-2,2,4-trimethylpyrrolidin-1-yl]pyridin-3-carboxamid